FC1(CCN2C(=CC(=C2C1O)C(F)(F)F)C1(CC1)C1=CC=CC=C1)F 7,7-difluoro-3-(1-phenylcyclopropyl)-1-(trifluoromethyl)-5,6,7,8-tetrahydroindolizin-8-ol